N-(2-((5-(1-isopropyl-2,3-dihydro-1H-pyrrolo[2,3-c]pyridin-5-yl)-1H-1,2,4-triazol-3-yl)amino)-5-(trifluoromethyl)pyridin-3-yl)-N-methylacetamide C(C)(C)N1CCC=2C1=CN=C(C2)C2=NC(=NN2)NC2=NC=C(C=C2N(C(C)=O)C)C(F)(F)F